9,10-bis(isobutylcarbonyloxy)anthracene (6-methylpiperidin-3-yl)carbamate CC1CCC(CN1)NC(O)=O.C(C(C)C)C(=O)OC=1C2=CC=CC=C2C(=C2C=CC=CC12)OC(=O)CC(C)C